(5R)-5-[[(Z)-[4-amino-8-(trans-4-aminocyclohexoxy)-5,5-dimethyl-benzo[h]quinazolin-6-ylidene]amino]oxymethyl]oxazolidin-2-one NC1=NC=NC=2C3=C(\C(\C(C12)(C)C)=N/OC[C@H]1CNC(O1)=O)C=C(C=C3)O[C@@H]3CC[C@H](CC3)N